8-nonyloxymethoxy-1,3,5-trimethyloctylmagnesium bromide C(CCCCCCCC)OCOCCCC(CC(CC(C)[Mg]Br)C)C